4-bromo-2,6-difluorobenzeneacetonitrile BrC1=CC(=C(C(=C1)F)CC#N)F